3-(5-methylpyridin-3-yl)-3-{3-[3-(5,6,7,8-tetrahydro-1,8-naphthyridin-2-yl)propyl]-1H-pyrazol-1-yl}propanoic acid CC=1C=C(C=NC1)C(CC(=O)O)N1N=C(C=C1)CCCC1=NC=2NCCCC2C=C1